trans-4-(3-((3,5-dimethylpyridin-2-yl)oxy)-2,2-dimethylpropionamido)-3-methylpiperidin-1-carboxylic acid tert-butyl ester C(C)(C)(C)OC(=O)N1C[C@H]([C@@H](CC1)NC(C(COC1=NC=C(C=C1C)C)(C)C)=O)C